2,5-dihydroxy-benzene OC1=CC=C(C=C1)O